5-hydroxy-5-ethylbicyclo[2.2.1]-2-heptene OC1(C2C=CC(C1)C2)CC